C(=O)O.CN1C[C@@H](CCCC1)NC=1N=NC(=C2C1C=NC=C2)C2=C(C=C(C=C2)C(F)(F)F)O 2-(4-{[(3R)-1-methylazepan-3-yl]amino}pyrido[3,4-d]pyridazin-1-yl)-5-(trifluoromethyl)phenol formate salt